CCCC1=NC2=C(N1)C=C(C=C2C)C3=NC4=CC=CC=C4N3C 2-n-propyl-4-methyl-6-(1-methylbenzimidazole-2-yl)benzimidazole